C=1(C(=CC=CC1)C)OCC1CO1 o-cresyl-glycidyl ether